[Cl-].C[N+]1=NN(C(=C1)C)C 1-methyl-3-methyl-4-methyl-1,2,3-triazolium chloride